CCC(CC(=O)[O-])=O.CCC(CC(=O)[O-])=O.CC([O-])C.[Al+3] aluminum isopropoxide di(methylacetoacetate)